ClC=1C(=C(C(=CC1)C(C)C)NC(=O)NS(=O)(=O)C1=CC2=C(O1)CCCCC2O)C(C)C N-((3-chloro-2,6-diisopropylphenyl)carbamoyl)-4-hydroxy-5,6,7,8-tetrahydro-4H-cyclohepta[b]furan-2-sulfonamide